FC1=CC=C(C2=C1C=C(O2)CNC(=O)N2C=NC1=C(C2=O)C=NC=C1)C(=O)OC Methyl 4-fluoro-2-((4-oxo-3,4-dihydropyrido[4,3-d]pyrimidine-3-carboxamido)methyl)benzofuran-7-carboxylate